OC=1C=C(C=C(C1)O)CC(C(=O)O)=O 3,5-dihydroxyphenylpyruvic acid